3,4-Dimethoxyphenyl benzo[b]thiophene-3-carboxylate-1,1-dioxide S1(C2=C(C(=C1)C(=O)OC1=CC(=C(C=C1)OC)OC)C=CC=C2)(=O)=O